3H-benzo[c][1,2]oxathiole 1,1-dioxide S1(OCC2=C1C=CC=C2)(=O)=O